COC1=CC=C(C=C1)C=1C(OCC1)=O 3-(4-Methoxyphenyl)furan-2(5H)-one